9-azabicyclo[3.3.1]Nonane-9-carboxylic acid ethyl ester C(C)OC(=O)N1C2CCCC1CCC2